O=C1OC2=CC(=CC=C2C(=C1)C1=C(C=CC=C1)C)N[C@H](C(=O)N)CC (S)-2-((2-oxo-4-(o-tolyl)-2H-chromen-7-yl)amino)butanamide